C(C1=CC=CC=C1)OC[C@]1(C(C1)(F)F)[C@H](C)N(C)C (S)-1-((R)-1-((benzyloxy)methyl)-2,2-difluorocyclopropyl)-N,N-dimethylethan-1-amine